CC1(CCC=2C1=NC(=CC2C(CC)N2C[C@H](CCC2)C)C(=O)OC)C methyl 7,7-dimethyl-4-(1-((S)-3-methylpiperidin-1-yl) propyl)-6,7-dihydro-5H-cyclopenta[b]pyridine-2-carboxylate